C(C)(C)C1=C(C=CC=C1)[C@H]1N(CCC1)C1CC2(C1)CCN(CC2)C(=O)N 2-((S)-2-(2-isopropylphenyl)pyrrolidin-1-yl)-7-azaspiro[3.5]nonan-7-amide